C1(=CC=CC=C1)C1=CCCCC1 1-phenylcyclohexene